CC(=C)CCCC(C)(C#C)O dehydro-α-linalool